ClC=1C(=NC(=NC1)N1CCN(CC1)C(=O)[C@H]1N(CCC1)C(=O)OC(C)(C)C)N[C@H](C)C1=C(C=C(C=C1)Cl)Cl tert-butyl (S)-2-(4-(5-chloro-4-(((R)-1-(2,4-dichlorophenyl)ethyl)amino)pyrimidin-2-yl)piperazine-1-carbonyl)pyrrolidine-1-carboxylate